thionine S1C=CC=CC=CC=C1